3-CHLORO-3-(4-NITROPHENYL)ACRYLALDEHYDE ClC(=CC=O)C1=CC=C(C=C1)[N+](=O)[O-]